NC1=CC(=NC=C1NCC1(CC1)C#N)C#N 4-amino-5-(((1-cyanocyclopropyl)methyl)amino)picolinonitrile